C(C)(C)C1=CC=C2SC=3C=CC=CC3C(C2=C1)=O 7-isopropyl-9-oxo-10-thioxanthene